6-methyl-N-(1-methylcyclopropyl)-5-[4-(pyridin-2-yl)piperidine-1-carbonyl]furo[2,3-d]pyrimidin-4-amine CC1=C(C2=C(N=CN=C2NC2(CC2)C)O1)C(=O)N1CCC(CC1)C1=NC=CC=C1